C1(=CC=C(C=C1)N(C1=CC=2C(C3=CC=CC=C3C2C=C1)(C)C)C1=CC=C(C=C1)C=1C=CC=2N(C3=CC=CC=C3C2C1)C1=CC=CC=C1)C1=CC=CC=C1 N-biphenyl-4-yl-9,9-dimethyl-N-[4-(9-phenyl-9H-carbazole-3-yl)phenyl]-9H-fluorene-2-amine